Racemic-N-(6-amino-5-ethyl-3-pyridyl)-2-oxo-2-[(2R,5S)-5-methyl-2-[3-(1-methyl-3-piperidyl)phenyl]-1-piperidyl]acetamide NC1=C(C=C(C=N1)NC(C(N1[C@H](CC[C@@H](C1)C)C1=CC(=CC=C1)[C@@H]1CN(CCC1)C)=O)=O)CC |&1:23|